C1(CC1)N1C(=NC=2C1=NC(=CC2)C#N)C=2C(=NC=NC2)C(F)F 3-cyclopropyl-2-(4-(difluoromethyl)pyrimidin-5-yl)-3H-imidazo[4,5-b]pyridine-5-carbonitrile